BrC(C(=O)Cl)CCBr 2,4-dibromobutyryl chloride